3-(2,2,2-trifluoro-1,1-dimethyl-ethyl)-1H-1,2,4-triazol FC(C(C)(C)C1=NNC=N1)(F)F